2-oxo-N-(5-oxo-6,7-dihydropyrrolo[3,4-b]pyridin-3-yl)-2-[(2R,5S)-5-methyl-2-[2-(1-methyl-4-piperidyl)-1,3-benzothiazol-5-yl]-1-piperidyl]acetamide O=C(C(=O)NC=1C=C2C(=NC1)CNC2=O)N2[C@H](CC[C@@H](C2)C)C=2C=CC1=C(N=C(S1)C1CCN(CC1)C)C2